O=C1N(C(C=C1)=O)CCOCCOCCOCCC(N[C@H](C(=O)NC(C(=O)N)CCCNC(=O)N)C(C)C)=O 2-((S)-1-(2,5-dioxo-2,5-dihydro-1H-pyrrol-1-yl)-14-isopropyl-12-oxo-3,6,9-trioxa-13-aza-pentadec-15-amidyl)-5-ureidovaleramide